t-butyl-peroxybenzoic acid (tert-butyl peroxybenzoate) C(C)(C)(C)C1=C(C(=O)OO)C=CC=C1.C(C)(C)(C)C1=C(C(=O)OO)C=CC=C1